4-(di-tert-butylphosphino)-N,N-dimethylanilinium C(C)(C)(C)P(C1=CC=C([NH+](C)C)C=C1)C(C)(C)C